2-Methyl-1,7-nonanediol CC(CO)CCCCC(CC)O